ClC1=CC=2N(C(=C1)OC(C1(CC1)OC)C1=NC=C(C=C1)F)C(=CN2)C#N 7-Chloro-5-[(5-fluoro-2-pyridyl)-(1-methoxycyclopropyl)methoxy]imidazo[1,2-a]pyridine-3-carbonitrile